((tert-butoxycarbonyl)[(tert-butoxycarbonyl)amino]amino)-2-{3-[(tert-butyldiphenylsilyl)oxy]cyclobutyl}acetate C(C)(C)(C)OC(=O)N(NC(=O)OC(C)(C)C)C(C(=O)[O-])C1CC(C1)O[Si](C1=CC=CC=C1)(C1=CC=CC=C1)C(C)(C)C